hexyl-1-vinylnaphthalene C(CCCCC)C1=C(C2=CC=CC=C2C=C1)C=C